8-CYCLOBUTYL-N-(2-FURYLMETHYL)-9H-PURIN-6-AMINE C1(CCC1)C=1NC2=NC=NC(=C2N1)NCC=1OC=CC1